ClC1=NC=CC2=C1C(=CN2COCC[Si](C)(C)C)I 4-chloro-3-iodo-1-{[2-(trimethylsilyl)ethoxy]methyl}-1H-pyrrolo[3,2-c]pyridine